FC1(C[C@@H](CCC1)N(C1=C(C=CC=C1)F)C(CC1(CCN(CC1)C(N(C1=CC=CC=C1)C)=O)C(=O)O)=O)F |r| Racemic-4-[2-(N-[3,3-difluorocyclohexyl]-2-fluoro-anilino)-2-oxo-ethyl]-1-[methyl(phenyl)carbamoyl]piperidine-4-carboxylic acid